CNC1CC2=C(C=CS2)CC1 N-methyl-4,5,6,7-tetrahydrobenzothiophen-6-amine